C12(C(CC(CC1)C2(C)C)S(=O)(=O)ON2C(C=1C(C2=O)=CC=CC1)=O)C N-(camphanesulfonyloxy)phthalimide